(4,7-Dichloro-6-(4-(3-(4-(hydroxymethyl)piperidin-1-yl)propyl)phenyl)-2H-indazol-2-yl)-2-((R)-6-fluoro-6,7-dihydro-5H-pyrrolo[1,2-c]imidazol-1-yl)-N-(thiazol-2-yl)acetamide ClC=1C2=CN(N=C2C(=C(C1)C1=CC=C(C=C1)CCCN1CCC(CC1)CO)Cl)C(C(=O)NC=1SC=CN1)C1=C2N(C=N1)C[C@@H](C2)F